CC=1C(=NC(=NC1C)N1CC2CN(CC2C1)C(C1=C(C=CC=C1C1=NC=CC=N1)F)=O)C(=O)O methyl-2-((3R,6S)-5-(2-fluoro-6-(pyrimidin-2-yl)benzoyl)hexahydropyrrolo[3,4-c]pyrrol-2(1H)-yl)-6-methylpyrimidin-4-Carboxylic acid